C1(=CC=CC=C1)[C@@H]1CCC=2N1N=C(N2)C(=O)N[C@H]2COC1=C(N(C2=O)C)C=CC=C1 (5S)-5-phenyl-N-[(3S)-5-methyl-4-oxo-2,3-dihydro-1,5-benzoxazepin-3-yl]-6,7-dihydro-5H-pyrrolo[1,2-b][1,2,4]triazole-2-carboxamide